isopropyl (S)-6-diazo-2-(2-(isopropylthio) acetamido)-5-oxohexanoate [N+](=[N-])=CC(CC[C@@H](C(=O)OC(C)C)NC(CSC(C)C)=O)=O